COC=1C=C(CNC(CCCCO)=O)C=CC1O N-(3-methoxy-4-hydroxybenzyl)-5-hydroxypentanamide